piperazin-ic acid N1(CCNCC1)C(=O)O